3-({[2-carboxy-4-(2H-1,2,3-triazol-4-yl)phenyl]methyl}amino)-3',4'-difluoro-[1,1'-biphenyl] C(=O)(O)C1=C(C=CC(=C1)C1=NNN=C1)CNC=1C=C(C=CC1)C1=CC(=C(C=C1)F)F